OCC(NCCS(=O)(=O)O)(CO)CO N-tri(hydroxymethyl)methyl-2-aminoethanesulfonic acid